5-(1-allyl-3,4-dimethyl-2-oxo-5-phenyl-2,3-dihydro-1H-pyrrol-3-yl)valeronitrile C(C=C)N1C(C(C(=C1C1=CC=CC=C1)C)(C)CCCCC#N)=O